3-cyclopropyl-4-methylpiperazin C1(CC1)C1CNCCN1C